C(=O)(O)CN(CC(=O)O)N1CCNCC(C1)C [bis(carboxymethyl)]amino-6-methylperhydro-1,4-diazepine